C(C)(C)(C)NS(=O)(=O)C1=CC(=CC=C1)C(=O)N1CC2(C3=CC(=CC=C13)C=O)CCC1(CC2)CC1 N-(tert-butyl)-3-(5''-formyldispiro[cyclopropane-1,1'-cyclohexane-4',3''-indoline]-1''-carbonyl)benzenesulfonamide